(S)-4-(3-methylbutanoyl)-N-(pyrrolidin-3-ylmethyl)-3,4-dihydroquinoxaline-1(2H)-carboxamide CC(CC(=O)N1CCN(C2=CC=CC=C12)C(=O)NC[C@@H]1CNCC1)C